7,7-dimethyl-7,8-dihydro-2H-cyclopenta[4,5]Pyrrolo[1,2-d][1,2,4]Triazin-1(6H)-one CC1(CC2=C(C=C3N2C=NNC3=O)C1)C